C1=CC=CC=2C3=CC=CC=C3C(C12)COC(=O)NCCNS(=O)(=O)C1=CC=C(C(=O)O)C=C1 4-(N-(2-((((9H-fluoren-9-yl)methoxy)carbonyl)amino)ethyl)sulfamoyl)benzoic acid